[Si](C)(C)(C(C)(C)C)O[C@H]1[C@@H]([C@@H]2[C@@H](OC(C2)=O)C1)\C=C\C(CCCCC(C)C)=O (3aR,4R,5R,6aS)-5-((tert-butyldimethylsilyl)oxy)-4-((E)-8-methyl-3-oxonon-1-en-1-yl)hexahydro-2H-cyclopenta[b]furan-2-one